FC(COC=1C(=C2C=CN(C2=C(C1)C)S(=O)(=O)C1=CC=C(C)C=C1)CO)F (5-(2,2-difluoroethoxy)-7-methyl-1-tosyl-1H-indol-4-yl)methanol